[Cl-].ClC(CN1CN(C=C1)C)CC 3-(2-chlorobutyl)-1-methylimidazole chloride